sodium sulfopropyleicosylmalate S(=O)(=O)(O)CCCC(C(C(=O)[O-])(O)CCCCCCCCCCCCCCCCCCCC)C(=O)[O-].[Na+].[Na+]